FC=1C=C2C(=NNC2=CC1[C@@H]1C[C@@]12C(NC1=CC=C(C=C21)OC)=O)NC2=NC(=NC=C2OC)C (1r,2r)-2-{5-fluoro-3-[(5-methoxy-2-methylpyrimidin-4-yl)amino]-1H-indazol-6-yl}-5'-methoxyspiro[cyclopropane-1,3'-indol]-2'(1'H)-one